C(C)(C)(C)OC(=O)N1C(N([C@@H](C1)C(N(C)C1=C(C(=C(C=C1)F)Cl)F)=O)C1=CC=2C(=NC=CC2[Se]C(F)(F)F)C=C1)=O (S)-6-(3-(tert-butoxycarbonyl)-5-((3-chloro-2,4-Difluorophenyl)(methyl)carbamoyl)-2-oxoimidazolidin-1-yl)-4-(trifluoromethyl)selenobenzo[2,3-b]pyridine